(R)-2-(3-(2,5-dichloropyrimidin-4-yl)-5-oxo-5H-pyrrolo[3,4-b]pyridin-6(7H)-yl)propanoic acid ClC1=NC=C(C(=N1)C=1C=C2C(=NC1)CN(C2=O)[C@@H](C(=O)O)C)Cl